(Z)-3-(1-((1-(1-Acetylpiperidin-4-yl)-1H-pyrazol-3-yl)amino)ethylidene)-5-(4-methylpyridin-3-yl)-1H-pyrrolo[2,3-c]pyridin-2(3H)-one C(C)(=O)N1CCC(CC1)N1N=C(C=C1)N\C(\C)=C\1/C(NC2=CN=C(C=C21)C=2C=NC=CC2C)=O